IC=1C=C(C(=O)OC)C=CC1S(=O)(=O)CC1=CC=C(C=C1)C(F)(F)F Methyl 3-iodo-4-((4-(trifluoromethyl)benzyl)sulfonyl)benzoate